CC1=C(C=NC=C1)C#CC1=CN=C2N1N=C(C=C2)C2=CC=C(C=C2)C(=O)N2CCOCC2 (4-(3-((4-methylpyridin-3-yl)ethynyl)imidazo[1,2-b]pyridazin-6-yl)phenyl)(morpholino)methanone